(R)-5-(2-((1-cyclopropylethyl)amino)-7H-pyrrolo[2,3-d]pyrimidin-5-yl)-N-(pyridin-3-yl)pyrazolo[1,5-a]pyridine-3-carboxamide C1(CC1)[C@@H](C)NC=1N=CC2=C(N1)NC=C2C2=CC=1N(C=C2)N=CC1C(=O)NC=1C=NC=CC1